N-(3-carbamoyl-5,5,7,7-tetramethyl-4H-thieno[2,3-c]pyran-2-yl)-4-(1,4-dioxane-2-yl)-1H-pyrazole-3-carboxamide C(N)(=O)C1=C(SC=2C(OC(CC21)(C)C)(C)C)NC(=O)C2=NNC=C2C2OCCOC2